(1S,3aR,6aS)-N-((R)-1-cyano-2-((S)-2-oxopiperidin-3-yl)ethyl)-2-(4,7-difluoro-6-chloro-1H-indole-2-carbonyl)-5,5-difluorooctahydrocyclopenta[c]pyrrole-1-carboxamide C(#N)[C@@H](C[C@H]1C(NCCC1)=O)NC(=O)[C@H]1N(C[C@H]2[C@@H]1CC(C2)(F)F)C(=O)C=2NC1=C(C(=CC(=C1C2)F)Cl)F